2-((3-(2-methoxyprop-2-yl)azetidin-1-yl)methyl)benzonitrile COC(C)(C)C1CN(C1)CC1=C(C#N)C=CC=C1